4-azido-N-(13-oxo-17-((3aS,4S,6aR)-2-oxohexahydro-1H-thieno[3,4-d]imidazol-4-yl)-3,6,9-trioxa-12-azaheptadecyl)-1-naphthamide N(=[N+]=[N-])C1=CC=C(C2=CC=CC=C12)C(=O)NCCOCCOCCOCCNC(CCCC[C@@H]1SC[C@@H]2NC(N[C@@H]21)=O)=O